Cl.FN(C1CCCCC1)F difluorocyclohexylamine hydrochloride